C([C@H](O)C1=CC=CC=C1)(=O)O.FC=1C=C(C=CC1F)[C@H]1[C@@H](C1)N (1R,2S)-2-(3,4-difluorophenyl)-cyclopropylamine (R)-mandelate